(4R,5R,6S)-3-((diphenoxyphosphinyl)oxy)-6-((1R)-1-hydroxyethyl)-4-methyl-7-oxo-1-azabicyclo(3.2.0)hept-2-ene-2-carboxylic acid (4-nitrophenyl)methyl ester [N+](=O)([O-])C1=CC=C(C=C1)COC(=O)C=1N2C([C@@H]([C@H]2[C@H](C1OP(=O)(OC1=CC=CC=C1)OC1=CC=CC=C1)C)[C@@H](C)O)=O